2-(2-chloro-6-fluorobenzyl)-N-(2-ethylphenyl)-8-methyl-4,5-dihydro-2H-furo[2,3-g]indazole-7-carboxamide ClC1=C(CN2N=C3C4=C(CCC3=C2)OC(=C4C)C(=O)NC4=C(C=CC=C4)CC)C(=CC=C1)F